The molecule is a member of the class of phenanthrolines that is 1,10-phenanthroline bearing two phenyl substituents at positions 4 and 7. It has a role as a chelator. It is a member of phenanthrolines and a member of benzenes. C1=CC=C(C=C1)C2=C3C=CC4=C(C=CN=C4C3=NC=C2)C5=CC=CC=C5